C(C)(=O)OC[C@]1(C[C@H]2[C@H](CCC3=C(COC3=O)[C@@H]2C1)C)C ((6S,6aS,8S,9aR,Z)-6,8-dimethyl-3-oxo-1,3,4,5,6,6a,7,8,9,9a-decahydroazuleno[4,5-c]furan-8-yl)methyl acetate